[N+](=O)([O-])C(C(=O)O)CCCCCCCCCCCCC(=O)O 2-nitro-pentadecanedioic acid